3-((1H-indazol-4-yl)thio)propanoic acid ethyl ester C(C)OC(CCSC1=C2C=NNC2=CC=C1)=O